1-(3-sulfopropyl)-pyridine S(=O)(=O)(O)CCCN1CC=CC=C1